CC1(OB(OC1(C)C)C1=C(C=C(C=C1)C(F)(F)F)NS(=O)(=O)C(C)C)C N-(2-(4,4,5,5-Tetramethyl-1,3,2-dioxaborolan-2-yl)-5-(trifluoromethyl)phenyl)propane-2-sulfonamide